C(C(=C)C)(=O)OCSC=1SC(=NN1)SC(C)C 2-methacryloxymethylthio-5-isopropylthio-1,3,4-thiadiazole